C[C@@H]1COCCN1C1=CC(=NC(=N1)C1=C2C(=NC=C1)NC=C2)C2(CC2)N (R)-1-(6-(3-methylmorpholino)-2-(1H-pyrrolo[2,3-b]pyridin-4-yl)pyrimidin-4-yl)cyclopropan-1-amine